[2H]C(C(C(=O)NC=1C=CC2=C(C=C(O2)C2=CC(=NC=C2)C(=O)N2CCC(CC2)[C@H](C2=CC=CC=C2)N2N=C(N=N2)C)C1)C([2H])([2H])[2H])([2H])[2H] |r| 3,3,3-trideuterio-N-[2-[2-[4-[(R/S)-(5-methyltetrazol-2-yl)-phenyl-methyl]piperidine-1-carbonyl]-4-pyridinyl]benzofuran-5-yl]-2-(trideuteromethyl)propanamide